1-(trans-3-(benzyloxy)cyclobutyl)-3-cyano-1H-pyrazole-5-carboxylate C(C1=CC=CC=C1)O[C@@H]1C[C@H](C1)N1N=C(C=C1C(=O)[O-])C#N